1-[5-tert-butyl-2-benzyl-2H-pyrazol-3-yl]-3-[4-(2-morpholin-4-yl-ethoxy)naphthalen-1-yl]-urea C(C)(C)(C)C=1C=C(N(N1)CC1=CC=CC=C1)NC(=O)NC1=CC=C(C2=CC=CC=C12)OCCN1CCOCC1